tert-butyl (1R,2S,5S)-2-[[1-(4-isoquinolyl)-2-methoxy-2-oxo-ethyl]carbamoyl]-6,6-dimethyl-3-azabicyclo[3.1.0]hexane-3-carboxylate C1=NC=C(C2=CC=CC=C12)C(C(=O)OC)NC(=O)[C@@H]1[C@H]2C([C@H]2CN1C(=O)OC(C)(C)C)(C)C